FC1=NNC=C1C1=CC=2C3=C(NC(C2S1)=O)[C@@](COC3)(C(C)C)O (R)-8-(3-fluoro-1H-pyrazol-4-yl)-4-hydroxy-4-isopropyl-1,3,4,5-tetrahydro-6H-pyrano[4,3-b]thieno[3,2-d]pyridin-6-one